CC1=C(C(=CC(=C1)C)C)S(=O)(=O)[O-].N[N+]1=C(C(=CC(=C1)Cl)F)N 1,2-diamino-5-chloro-3-fluoropyridin-1-ium 2,4,6-trimethylbenzenesulfonate